C(C)(C)C1=NNC=C1 3-Isopropyl-1H-pyrazole